(7-amino-5-((2S,4S)-1-((R)-2-amino-3-cyclohexylpropionyl)-4-(5-(2-hydroxyprop-2-yl)-1H-1,2,3-triazol-1-yl)pyrrolidine-2-carboxamido)-6,7-dioxoheptyl)carbamic acid benzyl ester C(C1=CC=CC=C1)OC(NCCCCC(C(C(=O)N)=O)NC(=O)[C@H]1N(C[C@H](C1)N1N=NC=C1C(C)(C)O)C([C@@H](CC1CCCCC1)N)=O)=O